(R)-3-(3-chlorophenyl)-N-(1-cyanopyrrolidin-3-yl)azetidine-1-carboxamide ClC=1C=C(C=CC1)C1CN(C1)C(=O)N[C@H]1CN(CC1)C#N